6-(3-Chloro-6-(difluoromethyl)-2-fluorophenyl)-N-(1-(1-(2-((2S)-2-((3-hydroxy-3-methylpiperidin-1-yl)methyl)azetidin-1-yl)pyrimidin-5-yl)ethyl)-1H-pyrazol-4-yl)pyrazine-2-carboxamide ClC=1C(=C(C(=CC1)C(F)F)C1=CN=CC(=N1)C(=O)NC=1C=NN(C1)C(C)C=1C=NC(=NC1)N1[C@@H](CC1)CN1CC(CCC1)(C)O)F